COC=1C=C(C=C2C(=CC(NC12)=O)C)C1=C2C(=NC(=C1C(=O)N)N1[C@@H]3CO[C@H](C1)C3)COC2 (8-methoxy-4-methyl-2-oxo-1H-quinolin-6-yl)-2-[(1S,4S)-2-oxa-5-azabicyclo[2.2.1]heptan-5-yl]-5,7-dihydrofuro[3,4-b]pyridine-3-carboxamide